ClC1=C(C=CC=C1)C1=CC(OC2=CC(=CC=C12)O[C@@H](C(=C=O)N1CC2CCC(C1)N2C2=COC=C2)C)=O 4-(2-chlorophenyl)-7-(((2R)-1-(8-(furan-3-yl)-3,8-diazabicyclo[3.2.1]oct-3-yl)-1-carbonylpropan-2-yl)oxy)-2H-chromen-2-one